CN1CCN(CC1)C=1C=CC(=NC1)NC=1SC=C(N1)C1=NC=CC=C1 N-(5-(4-methyl-piperazin-1-yl)pyridin-2-yl)-4-(pyridin-2-yl)thiazol-2-amine